N1=NNC=C1 3H-triazole